N1=CC(=CC=C1C(=O)O)C=1CCNCC1 1',2',3',6'-tetrahydro-[3,4'-bipyridine]-6-carboxylic acid